COC=1C=C(C=CC1)C1(CC1)S(=O)(=O)N 3-methoxyphenyl-cyclopropanesulfonamide